1-[3-(1-Hydroxyethyl)-6-[5-[(6-methylpyridazin-3-yl)amino]benzimidazol-1-yl]-2-pyridinyl]-4-methyl-pyrazole-3-carbonitrile OC(C)C=1C(=NC(=CC1)N1C=NC2=C1C=CC(=C2)NC=2N=NC(=CC2)C)N2N=C(C(=C2)C)C#N